FC(=C)SCC(F)(F)F (2,2,2-trifluoroethyl) (1-fluorovinyl) sulfide